N-Cbz-L-methionine C(=O)(OCC1=CC=CC=C1)N[C@@H](CCSC)C(=O)O